(R)-2-((2-chloro-6-(2,2-difluoroethyl)-5,6,7,8-tetrahydropyrido[4,3-d]pyrimidin-4-yl)oxy)-1-fluoro-10-methyl-5,6,8,9,10,11-hexahydro-7H-pyrido[3',4':4,5]pyrrolo[2,3-f]isoquinolin-7-one ClC=1N=C(C2=C(N1)CCN(C2)CC(F)F)OC=2N=CC=1CCC3=C(C1C2F)NC2=C3C(NC[C@H]2C)=O